[N-]=C=O.[N-]=C=O.[N-]=C=O.OCCCCCCNC(=O)N(C(=O)NCCCCCCO)CCCCCCO 1,3,5-Tris(6-hydroxyhexyl)biuret Trisisocyanate